S(=O)(=O)(C1=CC=C(C)C=C1)N1C(=CC(=C1)C(C1=C(C=CC=C1)C(F)(F)F)=O)C=O 1-tosyl-4-(2-(trifluoromethyl)benzoyl)-1H-pyrrole-2-carbaldehyde